(8-phenyl-1,3,4,5-tetrahydro-2H-pyrido[4,3-b]indol-2-yl)(pyridin-3-yl)methanone C1(=CC=CC=C1)C1=CC=2C3=C(NC2C=C1)CCN(C3)C(=O)C=3C=NC=CC3